potassium morpholinopropanate O1CCN(CC1)C(C(=O)[O-])C.[K+]